4-(4-(6-acryloyl-2,6-diazaspiro[3.3]heptane-2-yl)phenyl)-6-bromopyrazolo[1,5-a]pyridine-3-carbonitrile C(C=C)(=O)N1CC2(CN(C2)C2=CC=C(C=C2)C=2C=3N(C=C(C2)Br)N=CC3C#N)C1